O=C1NC(CCC1N1C(C2=CC(=C(C=C2C1)N1CCN(CC1)C(=O)OC(C)(C)C)OC)=O)=O tert-butyl 4-(2-(2,6-dioxopiperidin-3-yl)-6-methoxy-1-oxoisoindolin-5-yl)piperazine-1-carboxylate